(S)-2-(1-(4-chloro-1-methyl-1H-pyrazol-3-yl)cyclopropane-1-carboxamido)-4-(((S)-3-fluoro-2-methoxypropyl)(4-(5,6,7,8-tetrahydro-1,8-naphthyridin-2-yl)butyl)amino)butanoic acid ClC=1C(=NN(C1)C)C1(CC1)C(=O)N[C@H](C(=O)O)CCN(CCCCC1=NC=2NCCCC2C=C1)C[C@@H](CF)OC